N2,N2-dimethyl-N5-[2-[2-(2-morpholinoethyl)-1-piperidyl]phenyl]thiophene-2,5-disulfonamide CN(S(=O)(=O)C=1SC(=CC1)S(=O)(=O)NC1=C(C=CC=C1)N1C(CCCC1)CCN1CCOCC1)C